5-[5-chloro-2-[(3S)-3-(morpholinomethyl)-3,4-dihydro-1H-isoquinoline-2-carbonyl]phenyl]-N-(1H-indazol-5-yl)-N-[(2-methoxyphenyl)methyl]-1,2-dimethyl-pyrrole-3-carboxamide ClC=1C=CC(=C(C1)C1=CC(=C(N1C)C)C(=O)N(CC1=C(C=CC=C1)OC)C=1C=C2C=NNC2=CC1)C(=O)N1CC2=CC=CC=C2C[C@H]1CN1CCOCC1